ClC1=CC=C(N=N1)N1[C@H]2[C@@H](OCC1)CN(C2)C(C)=O 1-[(4aR,7aS)-4-(6-chloropyridazin-3-yl)-2,3,4a,5,7,7a-hexahydropyrrolo[3,4-b][1,4]oxazin-6-yl]ethanone